C(C)C=1C(NC=2C=C(C=NC2C1)CN1CCN(CC1)C=1C=CC(=NC1)C(=O)NC1CCNCC1)=O 5-(4-((7-ethyl-6-oxo-5,6-dihydro-1,5-naphthyridin-3-yl)methyl)piperazin-1-yl)-N-(piperidin-4-yl)picolinamide